COCCOCCOCCOCC 2,5,8,11-tetraoxatridecan